((6-(isopropyl(methyl)amino)-1-oxo-2-(6-(4-(tetrahydro-2H-pyran-4-yl)-4H-1,2,4-triazol-3-yl) pyridin-2-yl)-2,3-dihydro-1H-pyrrolo[3,4-c]pyridin-4-yl)methyl)(methyl)carbamate C(C)(C)N(C1=CC2=C(C(=N1)COC(NC)=O)CN(C2=O)C2=NC(=CC=C2)C2=NN=CN2C2CCOCC2)C